OCCN1C(C2=CC=CC=C2C1=O)=O 2-(2-hydroxyethyl)isoindole-1,3-dione